N-((5-bromofuran-2-yl)methyl)thiophene-2-carboxamide BrC1=CC=C(O1)CNC(=O)C=1SC=CC1